(R)-3-(1-(((9H-fluoren-9-yl)methoxy)carbonyl)pyrrolidin-3-yl)propanoic acid C1=CC=CC=2C3=CC=CC=C3C(C12)COC(=O)N1C[C@@H](CC1)CCC(=O)O